ClC1=C2C=C(N(C2=CC=C1OC)C)C(=O)N[C@H](CO)C1=C(C=C(C(=O)O)C=C1)C 4-[(1S)-1-[[(4-chloro-5-methoxy-1-methyl-1H-indol-2-yl)carbonyl]amino]-2-hydroxyethyl]-3-methyl-benzoic acid